COC(=O)C=1C=NN(C1)COCC[Si](C)(C)C 1-(2-Trimethylsilylethoxymethyl)pyrazole-4-carboxylic acid methyl ester